8-cyclopentyl-6-(1-ethoxyvinyl)-5-methyl-2-[[5-(2-tetrahydro-pyran-2-yloxyethyl)-2-pyridinyl]amino]pyrido[2,3-d]pyrimidin-7-one C1(CCCC1)N1C(C(=C(C2=C1N=C(N=C2)NC2=NC=C(C=C2)CCOC2OCCCC2)C)C(=C)OCC)=O